6-methoxy-N-((1s,4s)-4-((7-morpholino-1,6-naphthyridin-5-yl)oxy)cyclohexyl)pyridazin-3-amine COC1=CC=C(N=N1)NC1CCC(CC1)OC1=C2C=CC=NC2=CC(=N1)N1CCOCC1